2-(6-((3-methoxypyridin-2-yl)amino)-2-(pyridin-3-yl)pyrimidin-4-yl)-N-methyl-2-azaspiro[4.5]decane-7-carboxamide COC=1C(=NC=CC1)NC1=CC(=NC(=N1)C=1C=NC=CC1)N1CC2(CC1)CC(CCC2)C(=O)NC